CN1N=C(C=C1)C1=NN=C(O1)C(=O)N1[C@H](C2=C(CC1)NC=N2)C2=NN1C(C=CC(=C1)C)=C2 (R)-(5-(1-methyl-1H-pyrazol-3-yl)-1,3,4-oxadiazol-2-yl)(4-(6-methylpyrazolo[1,5-a]pyridin-2-yl)-6,7-dihydro-1H-imidazo[4,5-c]pyridin-5(4H)-yl)methanone